N-(1-cyclobutyl-6-(2-hydroxypropan-2-yl)-1H-benzo[d]imidazol-2-yl)-3,3-dicyclopropyl-3-hydroxypropanamide C1(CCC1)N1C(=NC2=C1C=C(C=C2)C(C)(C)O)NC(CC(O)(C2CC2)C2CC2)=O